(Z)-9-octadecene CCCCCCCC\C=C/CCCCCCCC